2,5-dimethyl-1,2,3,4-tetrahydroisoquinolin-7-amine CN1CC2=CC(=CC(=C2CC1)C)N